BrC1=C(C=C(C=C1)F)[C@@H](C)N[S@](=O)C(C)(C)C (R)-N-((R)-1-(2-bromo-5-fluorophenyl)ethyl)-2-methylpropane-2-sulfinamide